BrC=1C(=C2C(=NC1)N=C(N2)C2=C(N(C(=C2)C)C=2C=NC=CC2)C)NC=2C=C(C=CC2)S(=O)(=O)N 3-((6-bromo-2-(2,5-dimethyl-1-(pyridin-3-yl)-1H-pyrrol-3-yl)-1H-imidazo[4,5-b]pyridin-7-yl)amino)benzenesulfonamide